FC1=CC2=C(N=C(S2)NC(=O)C=2N=NN(C2C)C2=C(C=CC=C2)F)C=C1 N-(6-Fluorobenzo[d]thiazol-2-yl)-1-(2-fluorophenyl)-5-methyl-1H-1,2,3-triazole-4-carboxamide